(Z)-N-(4-(1-cyano-2-(naphthalen-2-yl)vinyl)phenyl)-3,4,5-tris(2-(2-(2-methoxyethoxy)ethoxy)ethoxy)benzamide C(#N)\C(=C/C1=CC2=CC=CC=C2C=C1)\C1=CC=C(C=C1)NC(C1=CC(=C(C(=C1)OCCOCCOCCOC)OCCOCCOCCOC)OCCOCCOCCOC)=O